FC1(CCN(CCC1)C1=C(C(=C(C=N1)C1CN(C1)C(=O)OC(C)(C)C)C)C(NC1=CC(=CC=C1)S(=O)C)=O)F tert-butyl 3-(6-(4,4-difluoroazepan-1-yl)-4-methyl-5-((3-(methylsulfinyl)phenyl)carbamoyl)pyridin-3-yl)azetidine-1-carboxylate